ClC1=CC=C(C=C1)C1=NN2C(N=CC(=C2)C(=O)NC2=C(C=CC(=C2)[N+](=O)[O-])OC)=C1 2-(4-chlorophenyl)-N-(2-methoxy-5-nitrophenyl)pyrazolo[1,5-a]Pyrimidine-6-carboxamide